Cl.NCCC1(CC=CC=C1)C1=C(C(NC2=CC(=CC=C12)C(F)(F)F)=O)C(=O)O 4-(1-(aminoethyl)phenyl)-2-oxo-7-(trifluoromethyl)-1,2-dihydroquinoline-3-carboxylate hydrochloride